7-chloro-5-(2-fluorophenyl)-2,3-dihydro-1H-1,4-benzodiazepine ClC=1C=CC2=C(C(=NCCN2)C2=C(C=CC=C2)F)C1